2-(4-(2-chloro-7H-pyrrolo[2,3-d]pyrimidin-7-yl)phenyl)-1,2-thiazinane 1,1-dioxide ClC=1N=CC2=C(N1)N(C=C2)C2=CC=C(C=C2)N2S(CCCC2)(=O)=O